N[C@@H]1C=2C(=NC=CC2)CC12CCN(CC2)C2=C(N=C1C(=N2)NN=C1C#CC1=C(C=C(C=C1F)F)Cl)CO (S)-(6-(5-amino-5,7-dihydrospiro[cyclopenta[b]pyridine-6,4'-piperidine]-1'-yl)-3-((2-chloro-4,6-difluorophenyl)ethynyl)-1H-pyrazolo[3,4-b]pyrazin-5-yl)methanol